(3S)-3-[(2RS)-2-hydroxy-1-(methylsulfanyl)propan-2-yl]piperidine-1-carboxylate O[C@](CSC)(C)[C@@H]1CN(CCC1)C(=O)[O-] |&1:1|